FC(OC1=C(C(=C(NC=2C3=C(N=CN2)C=CC(=N3)N3[C@@H]2CN([C@H](C3)C2)C(C=C)=O)C=C1)F)C)F 1-[(1S,4S)-5-[4-[4-(difluoromethoxy)-2-fluoro-3-methyl-anilino]pyrido[3,2-d]pyrimidin-6-yl]-2,5-diazabicyclo[2.2.1]heptan-2-yl]prop-2-en-1-one